C(C)(=O)N1C[C@@H](CC1)NC([C@H](CCCNC(=N)N)N)=O (2S)-N-[(3R)-1-acetylpyrrolidin-3-yl]-2-amino-5-carbamimidamidopentanamide